C(#N)C(C1=CSC=C1)N(C(OC(C)(C)C)=O)C tert-butyl (cyano(thiophen-3-yl)methyl)(methyl)carbamate